6-[7-difluoromethyl-6-(1-methyl-1H-pyrazol-4-yl)-3,4-dihydro-2H-quinolin-1-yl]-4,5-dihydropyridine-2-carboxylic acid methylamide CNC(=O)C=1N=C(CCC1)N1CCCC2=CC(=C(C=C12)C(F)F)C=1C=NN(C1)C